C(C)(C)C1=CN(C2=NC=C(C(=C21)OCCC)B2OC(C(O2)(C)C)(C)C)S(=O)(=O)C2=CC=C(C)C=C2 3-isopropyl-4-propoxy-5-(4,4,5,5-tetramethyl-1,3,2-dioxaborolan-2-yl)-1-tosyl-1H-pyrrolo[2,3-b]pyridine